N1=C(C=CC=C1)C1=NC(=NC(=C1)C1=CC=C(C=C1)C1=CC=NC=C1)N 4-(pyridin-2-yl)-6-(4-(pyridin-4-yl)phenyl)pyrimidine-2-amine